C(C1=CC=CC=C1)OC1=CC=C(C(=N1)OC(F)F)[N+](=O)[O-] 6-(benzyloxy)-2-(difluoromethoxy)-3-nitropyridine